C(C)S(=O)(=O)C1=C(N=C2N1C=C(C=C2)OC)N2CC1=NC=C(C=C1C2=O)C(F)(F)F 6-(3-ethylsulfonyl-6-methoxy-imidazo[1,2-a]pyridin-2-yl)-3-(trifluoromethyl)-7H-pyrrolo[3,4-b]pyridin-5-one